C(C)C(COP(O)(=O)C(CCCCC)CC)CCCC ethylhexylphosphonic acid mono-(2-ethylhexyl) ester